N-(3-chloro-4-(oxazol-5-yl)phenyl)-6,8-difluorochromane-3-carboxamide ClC=1C=C(C=CC1C1=CN=CO1)NC(=O)C1COC2=C(C=C(C=C2C1)F)F